NC1=C(C(=NC(=C1Cl)N1C=C(C2=CC=CC=C12)C1=CC=C(C=C1)F)C(=O)O)Cl 4-amino-3,5-dichloro-6-(3-(4-fluorophenyl)-1H-indol-1-yl)-picolinic acid